6-methylhept-1,5-dien-4-ol CC(=CC(CC=C)O)C